ClC=1C=C2C(=CC(=NC2=CC1)C(F)(F)F)NCC1(CN(C1)S(=O)(=O)N)N1N=CC(=C1)C#N 3-(((6-chloro-2-(trifluoromethyl)quinolin-4-yl)amino)methyl)-3-(4-cyano-1H-pyrazol-1-yl)azetidine-1-sulfonamide